FC(C(=O)O)(F)F.ClC=1C=C(C(=C(C1)NS(=O)(=O)C)F)C=1C(=NN(C1)C1=C(C=C(C=C1)N1CCNCC1)F)C1=CC=NC=C1 N-(5-chloro-2-fluoro-3-{1-[2-fluoro-4-(piperazin-1-yl)phenyl]-3-(pyridin-4-yl)pyrazol-4-yl}phenyl)methanesulfonamide trifluoroacetic acid salt